(8-chloro-quinolin-2-yl)-(4-trifluoromethoxy-phenyl)-amine ClC=1C=CC=C2C=CC(=NC12)NC1=CC=C(C=C1)OC(F)(F)F